FC=1C(=CC(=C(N)C1)[N+](=O)[O-])[N+](=O)[O-] 5-fluoro-2,4-dinitro-aniline